6-(4-Cyclopropyl-6-methoxypyrimidin-5-yl)-1-(4-(1-(methyl-d3)-4-(trifluoromethyl)-1H-imidazol-2-yl)benzyl)-1,3-dihydro-2H-imidazo[4,5-c]pyridin-2-one C1(CC1)C1=NC=NC(=C1C1=CC2=C(C=N1)NC(N2CC2=CC=C(C=C2)C=2N(C=C(N2)C(F)(F)F)C([2H])([2H])[2H])=O)OC